(2S,3S,4R,5R)-N-ethyl-3,4-dihydroxy-5-(2-(2-methoxypyridin-3-yl)-6-(methylamino)-9H-purine-9-yl)tetrahydrofuran-2-carboxamide C(C)NC(=O)[C@H]1O[C@H]([C@@H]([C@@H]1O)O)N1C2=NC(=NC(=C2N=C1)NC)C=1C(=NC=CC1)OC